(±)-2-(1-((4-carboxyphenyl)amino)-3-(3,3-difluorocyclobutyl)-1-oxopropan-2-yl)-5-(3-chloro-6-(difluoromethoxy)-2-fluorophenyl)pyridine 1-oxide C(=O)(O)C1=CC=C(C=C1)NC([C@H](CC1CC(C1)(F)F)C1=[N+](C=C(C=C1)C1=C(C(=CC=C1OC(F)F)Cl)F)[O-])=O |r|